COCC1=NC2=C(N1)C=C(C=C2C(=O)NCC2=CC=C(C=C2)C)NC(=O)C2=C(C=CC=C2)C(F)(F)F 2-(methoxymethyl)-N-(4-methylbenzyl)-6-({[2-(trifluoromethyl)phenyl]carbonyl}amino)-1H-benzimidazole-4-carboxamide